C(C(C)(C)C)(=O)OCN1N=CC=2C=NC(=CC21)C2=NN(C=C2[N+](=O)[O-])C2OCCCC2 (6-(4-nitro-1-(tetrahydro-2H-pyran-2-yl)-1H-pyrazol-3-yl)-1H-pyrazolo[4,3-c]pyridin-1-yl)methyl pivalate